Cl.[N-]=C=S isothiocyanate hydrochloride